Methyl 6-[4-(difluoromethoxy) phenyl]-2-(1-methyl-1H-pyrazol-4-yl)-3-oxo-2,3-dihydropyridazine-4-carboxylate FC(OC1=CC=C(C=C1)C=1C=C(C(N(N1)C=1C=NN(C1)C)=O)C(=O)OC)F